ClC1=NC=CC(=C1)OC(=O)N1CC(OCC1)COC1=C(C=CC=C1)OCC 2-((2-ethoxyphenoxy)methyl)morpholine-4-carboxylic acid 2-chloropyridin-4-yl ester